N12NCCCC2CC1 diazabicyclo[4.2.0]octane